(3-Methyl-5-(thiazol-4-yl)isoxazol-4-yl)methanol CC1=NOC(=C1CO)C=1N=CSC1